Methyl 2-(3-bromophenyl)-5-(1-(hydroxymethyl)cyclopropyl)-2-methylpentanoate BrC=1C=C(C=CC1)C(C(=O)OC)(CCCC1(CC1)CO)C